[C].C1CO1 Ethylene oxide carbon